NCC1=CC(=C(C=C1)O)C(C)C 4-(aminomethyl)-2-isopropylphenol